C(C)(C)(C)OC(=O)N1CCC(CC1)(C(NOC[C@@H](CN1CCCCC1)O)=O)CC=1C=NC=C(C1)F |r| rac-4-((5-fluoropyridin-3-yl)methyl)-4-((2-hydroxy-3-(piperidin-1-yl)propoxy)carbamoyl)piperidine-1-carboxylic acid tert-butyl ester